1,3-dibutyryl-2-oleoyl-glycerol C(CCC)(=O)OCC(OC(CCCCCCC\C=C/CCCCCCCC)=O)COC(CCC)=O